C(#N)C=1C=CC(=C(C1)NS(=O)(=O)C=1C=C(C(=O)O)C=CC1C1CCC1)N1CCCCC1 3-(N-(5-cyano-2-(piperidin-1-yl)phenyl)sulfamoyl)-4-cyclobutylbenzoic acid